CC=1C(=C2CN(CC2=CC1)C(=O)OC(C)(C)C)NC tert-butyl 5-methyl-4-(methylamino)isoindoline-2-carboxylate